FC=1C(=NC(=NC1)N[C@H]1CNCC[C@@H]1F)C1=CN=C2N1N=C(C(=C2)OC)N2CCS(CC2)(=O)=O (3-(5-fluoro-2-(((3S,4S)-4-fluoropiperidin-3-yl)amino)pyrimidin-4-yl)-7-methoxyimidazo[1,2-b]pyridazin-6-yl)thiomorpholine 1,1-dioxide